6-bromo-7-iodo-3-(4,4,4-trifluorobutoxy)isoquinoline BrC=1C=C2C=C(N=CC2=CC1I)OCCCC(F)(F)F